7-methoxy-1-methyl-1,3,4,9-tetrahydropyrido[3,4-b]indole-2-carboxylate COC1=CC=C2C3=C(NC2=C1)C(N(CC3)C(=O)[O-])C